C(#N)C=1C=C(C=CC1)C(CC(N[S@](=O)C(C)(C)C)C1CC1)C=1C=CC(=C(C1)NC(=O)C1=CC(=NN1C=1C=C(CNC(OC(C)(C)C)=O)C=CC1)C(F)(F)F)F tert-butyl 3-(5-(5-((-)-1-(3-cyanophenyl)-3-cyclopropyl-3-((R)-1,1-dimethylethylsulfinamido)propyl)-2-fluorophenylcarbamoyl)-3-(trifluoromethyl)-1H-pyrazol-1-yl)benzylcarbamate